N1=C(C=CC2=NC=CC=C12)NC1=CC(=NC=C1)OC1CC(C1)CN1CCC(CC1)CCCCCOC=1C=C2C(N(C(C2=CC1)=O)C1C(NC(CC1)=O)=O)=O 5-((5-(1-(((1r,3r)-3-((4-((1,5-naphthyridin-2-yl)amino)pyridin-2-yl)oxy)cyclobutyl)methyl)piperidin-4-yl)pentyl)oxy)-2-(2,6-dioxopiperidin-3-yl)isoindoline-1,3-dione